4-(5-(3-chloro-6-(1-methyl-1H-pyrazol-4-yl)pyrazolo[1,5-a]Pyrazine-4-yl)pyridin-2-yl)piperazine-1-carboxylic acid ClC=1C=NN2C1C(=NC(=C2)C=2C=NN(C2)C)C=2C=CC(=NC2)N2CCN(CC2)C(=O)O